C1(=CC=CC=C1)P(C(=C=C)C1=CSC=C1)(C1=CC=CC=C1)=O diphenyl(1-(thiophen-3-yl)propa-1,2-dien-1-yl)phosphine oxide